C(=C)C1=CC=C(CP(O)(O)=O)C=C1 4-vinyl-benzyl-phosphonic acid